4-(2,5-Diazabicyclo[2.2.2]octan-2-yl)-7-(3-chloro-5-hydroxy-2-(trifluoromethyl)phenyl)-2-((tetrahydro-1H-pyrrolizin-7a(5H)-yl)methoxy)-6,7-dihydropyrido[3,4-d]pyrimidin-8(5H)-one C12N(CC(NC1)CC2)C=2C1=C(N=C(N2)OCC23CCCN3CCC2)C(N(CC1)C1=C(C(=CC(=C1)O)Cl)C(F)(F)F)=O